(1R,2S,3R,5R)-3-{5-bromo-2-chloropyrrolo[2,3-d]pyrimidin-7-yl}-5-(1-methylpiperidin-4-yl)cyclopentane-1,2-diol BrC1=CN(C=2N=C(N=CC21)Cl)[C@H]2[C@@H]([C@@H]([C@H](C2)C2CCN(CC2)C)O)O